(S)-2-amino-5-fluoro-4-(fluoromethyl)pentanoic acid hydrochloride Cl.N[C@H](C(=O)O)CC(CF)CF